tert-Butyl (2R,5S)-4-(7-((S)-3,3-difluorocyclohexyl)-5-(trifluoromethyl)-7H-pyrrolo[2,3-d]pyrimidin-4-yl)-2,5-dimethylpiperazine-1-carboxylate FC1(C[C@H](CCC1)N1C=C(C2=C1N=CN=C2N2C[C@H](N(C[C@@H]2C)C(=O)OC(C)(C)C)C)C(F)(F)F)F